N-((1R,3S)-3-(2-hydroxyethyl)-1,2,3,4-tetrahydronaphthalen-1-yl)-2-oxo-6-(trifluoromethyl)-1,2-dihydropyridine-3-carboxamide OCC[C@@H]1C[C@H](C2=CC=CC=C2C1)NC(=O)C=1C(NC(=CC1)C(F)(F)F)=O